(Z)-3-ethoxycarbonyl-4-(2-fluorophenyl)-4-phenyl-but-3-enoic acid C(C)OC(=O)\C(\CC(=O)O)=C(\C1=CC=CC=C1)/C1=C(C=CC=C1)F